C1(CC1)OC=1N=CC=C2C1N(C(=C2)C(=O)NC21CC(C2)(C1)F)C 7-cyclopropoxy-N-{3-fluorobicyclo[1.1.1]pentan-1-yl}-1-methylpyrrolo[2,3-c]pyridine-2-carboxamide